6-Chloro-9-methyl-2-(methylthio)-9H-purine ClC1=C2N=CN(C2=NC(=N1)SC)C